C(#N)C1=CC=C(C=C1)C1N(CC2=CC=C(C=C12)NC)C#N (4-cyanophenyl)-6-(methylamino)isoindoline-2-carbonitrile